COC1=NN(C(=O)S1)CSP(=S)(OC)OC S-2,3-dihydro-5-methoxy-2-oxo-1,3,4-thiadiazol-3-ylmethyl O,O-dimethyl phosphorodithioate